6-(Cyclopropanecarbonylamino)-4-[[5-methyl-4-(methylamino)pyrazolo[1,5-a]pyridin-3-yl]amino]-N-(trideuteriomethyl)pyridine-3-carboxamide C1(CC1)C(=O)NC1=CC(=C(C=N1)C(=O)NC([2H])([2H])[2H])NC=1C=NN2C1C(=C(C=C2)C)NC